N-ethyl-5-fluoro-2-[3-[(trans)-2-[5-(pyrrolidin-1-ylmethyl)-2-pyridinyl]vinyl]-1-tetrahydropyran-2-yl-indazol-6-yl]sulfanyl-benzamide C(C)NC(C1=C(C=CC(=C1)F)SC1=CC=C2C(=NN(C2=C1)C1OCCCC1)\C=C\C1=NC=C(C=C1)CN1CCCC1)=O